L-2,2',3,4,4',5,5'-heptachlorobiphenyl ClC1=C(C=C(C(=C1Cl)Cl)Cl)C1=C(C=C(C(=C1)Cl)Cl)Cl